(2-chlorophenyl)-4-((2-((4-((1-(2-(1-(4-(2,6-dioxopiperidin-3-yl)phenyl)piperidin-4-yl)ethyl)piperidin-4-yl)carbamoyl)phenyl)amino)-5-fluoropyrimidin-4-yl)amino)benzamide ClC1=C(C=CC=C1)C1=C(C(=O)N)C=CC(=C1)NC1=NC(=NC=C1F)NC1=CC=C(C=C1)C(NC1CCN(CC1)CCC1CCN(CC1)C1=CC=C(C=C1)C1C(NC(CC1)=O)=O)=O